N=1C=CN2C1C=CC=C2CO Imidazo[1,2-a]pyridin-5-ylmethanol